O=C(CCC(=O)OC(C)(C)C)C1=NC=CC=C1 Tert-butyl 4-oxo-4-(pyridin-2-yl)butanoate